3',4'-Difluoro-3-[1,3-dioxo-5-(1H-[1,2,3]triazol-4-yl)-1,3-dihydroisoindol-2-yl]biphenyl FC=1C=C(C=CC1F)C1=CC(=CC=C1)N1C(C2=CC=C(C=C2C1=O)C=1N=NNC1)=O